N[C@H](C(=O)NCCCC[C@@H](C(=O)OC(C)(C)C)NC(=O)N[C@H](C(=O)OC(C)(C)C)CCC(=O)OC(C)(C)C)CC1=CC=C(C=C1)C(C)(C)C di-tert-butyl (2S)-2-({[(2S)-6-{[(2S)-2-amino-3-(4-tert-butylphenyl)propanoyl]amino}-1-tert-butoxy-1-oxohexan-2-yl]carbamoyl}amino)pentanedioate